N-cyclopentyl-N-((1-ethyl-1,2,3,4-tetrahydroquinolin-6-yl)methyl)-3-isopropylbenzenesulfonamide C1(CCCC1)N(S(=O)(=O)C1=CC(=CC=C1)C(C)C)CC=1C=C2CCCN(C2=CC1)CC